4-N-[3-methyl-4-([1,2,4]triazolo[1,5-a]pyridin-7-yloxy)phenyl]quinazoline-4,6-diamine CC=1C=C(C=CC1OC1=CC=2N(C=C1)N=CN2)NC2=NC=NC1=CC=C(C=C21)N